dodecyldimethylammonium perbromate Br(=O)(=O)(=O)[O-].C(CCCCCCCCCCC)[NH+](C)C